C(CCO)(=O)[O-] Hydracrylate